ethyl (2s)-2-hydroxypropanoate O[C@H](C(=O)OCC)C